1-methyldimethoxysilyl-6-bis(triethoxysilylpropylamino)methylsilylhexane C[Si](CCCCCC[SiH2]C(NCCC[Si](OCC)(OCC)OCC)NCCC[Si](OCC)(OCC)OCC)(OC)OC